1-((5-chloro-6-(6-fluoro-5-methoxypyridin-2-yl)-1H-indol-2-yl)methyl)urea ClC=1C=C2C=C(NC2=CC1C1=NC(=C(C=C1)OC)F)CNC(=O)N